1-(4-oxo-3,4-dihydroquinazolin-8-yl)-5-(trifluoromethyl)-1H-pyrazole-4-carboxylic acid O=C1NC=NC2=C(C=CC=C12)N1N=CC(=C1C(F)(F)F)C(=O)O